N-methyl-4-(1,2,3,6-tetrahydropyridin-4-yl)-2-(trifluoromethyl)benzamide CNC(C1=C(C=C(C=C1)C=1CCNCC1)C(F)(F)F)=O